1-(4-cyanophenyl)guanidine C(#N)C1=CC=C(C=C1)NC(=N)N